4-amino-butanone NCCC(C)=O